C(C)[C@@H]1N(C[C@H](N(C1)C(C)C1=CC=C2C=CN=CC2=C1)CC)C=1C2=C(N(C(C1)=O)C)CN(N2C)CC#N 2-(7-((2s,5r)-2,5-diethyl-4-(1-(isoquinolin-7-yl)ethyl)piperazin-1-yl)-4-methyl-1-methyl-5-oxo-4,5-dihydro-2H-pyrazolo[4,3-b]Pyridin-2-yl)acetonitrile